NC=1C=NC(=CC1C1CC1)C1=C(C=CC(=C1)C1=NOC(=C1)[C@]1(C(N(CC1)C)=O)O)F (R)-3-amino-4-cyclopropyl-6-(2-fluoro-5-(5-(3-hydroxy-1-methyl-2-oxopyrrolidin-3-yl)isoxazol-3-yl)phenyl)pyridine